3-(2-(4-(8-bromo-7-((2-methyl-1H-benzo[d]imidazol-6-yl)oxy)quinoxalin-2-yl)-1H-pyrazol-1-yl)ethyl)tetrahydrothiophene 1,1-dioxide BrC=1C(=CC=C2N=CC(=NC12)C=1C=NN(C1)CCC1CS(CC1)(=O)=O)OC=1C=CC2=C(NC(=N2)C)C1